4-(1-((2,6-diethoxy-4'-fluoro-[1,1'-biphenyl]-4-yl)methyl)piperidine-4-carboxamido)benzoic acid C(C)OC1=C(C(=CC(=C1)CN1CCC(CC1)C(=O)NC1=CC=C(C(=O)O)C=C1)OCC)C1=CC=C(C=C1)F